C1(=CC=C(C=C1)CN(S(=O)(=O)C1=CC=C(C=C1)NC(\C=C\C1=CC=NC=C1)=O)CC1=CC=C(C=C1)F)C1=CC=CC=C1 (E)-N-(4-(N-([1,1'-biphenyl]-4-ylmethyl)-N-(4-fluorobenzyl)sulfamoyl)phenyl)-3-(pyridin-4-yl)acrylamide